ClC1=CC2=C(N=CN(C2=O)CC2(CCN(CC2)C(=O)C2(CC2)C)O)N1C1=CC=C(C=C1)[C@H]1NCC(OC1)(C)C (R)-6-chloro-7-(4-(6,6-dimethylmorpholin-3-yl)phenyl)-3-((4-hydroxy-1-(1-methylcyclopropane-1-carbonyl)piperidin-4-yl)methyl)-3,7-dihydro-4H-pyrrolo[2,3-d]pyrimidin-4-one